4-(6-azaspiro[2.5]octan-6-yl)-6-((1-hydroxy-2-methyl-2-propanyl)amino)-N-(6-((2R)-2-methyl-4-morpholinyl)-2-pyridinyl)-3-pyridinecarboxamide C1CC12CCN(CC2)C2=C(C=NC(=C2)NC(CO)(C)C)C(=O)NC2=NC(=CC=C2)N2C[C@H](OCC2)C